FC1(CNC1)C1=CC=C(CC=2C=NC3=CC=CC=C3C2)C=C1 3-(4-(3-fluoroazetidin-3-yl)benzyl)quinolin